2-(4-nitrophenyl)-5-nitrobenzimidazole [N+](=O)([O-])C1=CC=C(C=C1)C=1NC2=C(N1)C=CC(=C2)[N+](=O)[O-]